N-(3-(2,4-Dioxotetrahydropyrimidin-1(2H)-yl)phenyl)acetamide hydrobromide Br.O=C1N(CCC(N1)=O)C=1C=C(C=CC1)NC(C)=O